didodecyl-1,4-dihydro-2,6-dimethylpyridin-3,5-dicarboxylate C(CCCCCCCCCCC)OC(=O)C1=C(NC(=C(C1)C(=O)OCCCCCCCCCCCC)C)C